N-(1-(3,5-bis(trifluoromethyl)phenyl)ethyl)-1-(pyridin-2-yl)-1H-1,2,4-triazole-5-carboxamide FC(C=1C=C(C=C(C1)C(F)(F)F)C(C)NC(=O)C1=NC=NN1C1=NC=CC=C1)(F)F